N,1-bis(4-methoxyphenyl)-N-methyl-1H-1,2,4-triazole-3-carboxamide COC1=CC=C(C=C1)N(C(=O)C1=NN(C=N1)C1=CC=C(C=C1)OC)C